C(=CC=C)[Sb](C1=CC=C(C=C1)[Sb](C=CC=C)C=CC=C)C=CC=C 1,4-bis(di(buta-1,3-dien-1-yl)stibanyl)benzene